C(#N)C1=CC=C(C=C1)NC(=O)NC(CC(=O)O)C1=C(C=CC=C1)[N+](=O)[O-] 3-{[(4-cyanophenyl)carbamoyl]amino}-3-(2-nitrophenyl)propionic acid